lithium pentafluorophenylacetate FC1=C(C(=C(C(=C1CC(=O)[O-])F)F)F)F.[Li+]